N[C@@H](CC1=CC=C(N=[N+]=[N-])C=C1)C(=O)O azidophenylalanine